C(CC(=O)N[C@@H](CS)C(=O)N[C@@H](CCC(=O)N[C@@H](CS)C(=O)N[C@@H](CCC(=O)N[C@@H](CS)C(=O)NCC(=O)O)C(=O)O)C(=O)O)[C@@H](C(=O)O)N The molecule is a phytochelatin that is a heptapeptide consisting of 3 units of gamma-Glu-Cys, with a glycyl unit at the C-terminus. It is a phytochelatin and an oligopeptide.